C(C)(C)(C)C1=CC=C(C=C1)N(C(=O)C1=CN=CN1)C(C(=O)NC1CCCCC1)C=1C=NC=NC1 N-(4-tert-butylphenyl)-N-[2-(cyclohexylamino)-2-oxo-1-pyrimidin-5-yl-ethyl]-1H-imidazole-5-carboxamide